C(C)(=O)O[C@H](C(F)(F)F)[C@H]1O[C@H]([C@@H](C1)OC(C)=O)N1C=2N=C(NC(C2N(C1=O)CCCC)=O)NC(C)=O (S)-1-((2S,4R,5R)-5-(2-Acetamido-7-butyl-6,8-dioxo-1,6,7,8-tetrahydro-9H-purin-9-yl)-4-acetoxytetrahydrofuran-2-yl)-2,2,2-trifluoroethyl acetate